CC1=CC=C(N=N1)NC(=O)[C@H]1CC12CCN(CC2)C(=O)OC(C(F)(F)F)C(F)(F)F 1,1,1,3,3,3-hexafluoro-propan-2-yl (S)-1-((6-methylpyridazin-3-yl)carbamoyl)-6-azaspiro[2.5]octane-6-carboxylate